BrC=1C=NN2C1C(C(CC2)C(=O)OCC)=O ethyl 3-bromo-4-oxo-4,5,6,7-tetrahydropyrazolo[1,5-a]pyridine-5-carboxylate